5-(4-cyclopropyl-6-methoxypyrimidin-5-yl)-3-(4-(1-ethyl-4-(trifluoromethyl)-1H-imidazol-2-yl)benzyl)-2-methyl-2H-pyrazolo[4,3-d]pyrimidine C1(CC1)C1=NC=NC(=C1C=1N=CC=2C(N1)=C(N(N2)C)CC2=CC=C(C=C2)C=2N(C=C(N2)C(F)(F)F)CC)OC